ClC=1C=C2C(=NC=NC2=C(C1C1=C(C=CC=C1O)F)F)N1[C@@H](CN(CC1)C(C=C)=O)C 1-((3R)-4-(6-chloro-8-fluoro-7-(2-fluoro-6-hydroxy-phenyl)quinazolin-4-yl)-3-methyl-piperazin-1-yl)prop-2-en-1-one